C12CN(CC(N1)C2)C=2OC1=C(N2)C(=CC=C1C=1SC=CN1)C(C(F)(F)F)OC(CO)(F)F 2-(1-(2-(3,6-diazabicyclo[3.1.1]heptan-3-yl)-7-(thiazol-2-yl)benzo[d]oxazol-4-yl)-2,2,2-trifluoroethoxy)-2,2-difluoroethan-1-ol